4-((4-Bromopyridin-2-yl)carbamoyl)piperidine-1-carboxylic acid tert-butyl ester C(C)(C)(C)OC(=O)N1CCC(CC1)C(NC1=NC=CC(=C1)Br)=O